(E)-1-(4-iodophenyl)-3-(phenylsulfanyl)prop-2-en-1-one IC1=CC=C(C=C1)C(\C=C\SC1=CC=CC=C1)=O